O1CC(C1)C=1C=CC2=C(N=C(O2)C2CCN(CC2)C(=O)OC(C)(C)C)C1 Tert-Butyl 4-[5-(oxetan-3-yl)-1,3-benzoxazol-2-yl]piperidine-1-carboxylate